benzyl 2-(cyanomethyl)-4-(2-(((2S,4R)-4-fluoro-1-methylpyrrolidin-2-yl)methoxy)-7-(naphthalen-1-yl)-5,6,7,8-tetrahydropyrido[3,4-d]pyrimidin-4-yl)piperazine-1-carboxylate C(#N)CC1N(CCN(C1)C=1C2=C(N=C(N1)OC[C@H]1N(C[C@@H](C1)F)C)CN(CC2)C2=CC=CC1=CC=CC=C21)C(=O)OCC2=CC=CC=C2